bis(4-hydroxy-3'-methyl-phenyl)propionic acid OC1=C(C=C(C=C1)C(C(=O)O)(C)C1=CC(=C(C=C1)O)C)C